BrCC(=O)NC1=CC2=C(SC=C2)C=C1C 2-Bromo-N-(6-methylbenzo[b]thiophen-5-yl)acetamide